ClC1=C(C=C(C=C1)F)C1=CC=C2C(C(COC2=C1)(C)C)NC(O[C@@H]1CN2CCC1CC2)=O (S)-quinuclidin-3-yl (7-(2-chloro-5-fluorophenyl)-3,3-dimethylchroman-4-yl)carbamate